C1(CC1)C=1C(=C2C(C(N(C2=CC1)CC(=O)NC[C@@H](CC(=O)O)F)=O)(C)C)F (R)-4-(2-(5-cyclopropyl-4-fluoro-3,3-dimethyl-2-oxoindolin-1-yl)acetamido)-3-fluorobutyric acid